C(C)N(S(=O)(=O)C=1C=NC=2N(C1)N=CC2)[C@@H](C(F)(F)F)C2=CC=C(C=C2)F (R)-N-ethyl-N-(2,2,2-trifluoro-1-(4-fluorophenyl)ethyl)pyrazolo[1,5-a]pyrimidine-6-sulfonamide